2-(((1r,3r)-3-amino-3-methylcyclobutyl)amino)-8-(tert-butylamino)pyrido[3,4-d]pyrimidine-6-carbonitrile NC1(CC(C1)NC=1N=CC2=C(N1)C(=NC(=C2)C#N)NC(C)(C)C)C